5-(3-ethoxyazetidin-1-yl)-2-((5-methyl-3-(6-methylpyridazin-3-yl)isoxazol-4-yl)methyl)pyridazin-3(2H)-one C(C)OC1CN(C1)C1=CC(N(N=C1)CC=1C(=NOC1C)C=1N=NC(=CC1)C)=O